OP(O)OP(O)O.C(CCCCCCCCCCCC)C(C(C(C=1C=C(C(=CC1C)O)C(C)(C)C)(C=1C=C(C(=CC1C)O)C(C)(C)C)CCCCCCCCCCCCC)(CCCCCCCCCCCCC)CCCCCCCCCCCCC)C tetra-tridecyl-4,4'-butylidene-bis-(2-t-butyl-5-cresol) diphosphite